tert-butyl 4-formyl-3-hydroxybenzoate C(=O)C1=C(C=C(C(=O)OC(C)(C)C)C=C1)O